4-(1-(2-Chloro-4-((4-ethylpiperazin-1-yl)methyl)-6-fluorophenyl)-1H-imidazol-4-yl)-N-(1-(methylsulfonyl)piperidin-4-yl)-5-(trifluoromethyl)pyrimidin-2-amine ClC1=C(C(=CC(=C1)CN1CCN(CC1)CC)F)N1C=NC(=C1)C1=NC(=NC=C1C(F)(F)F)NC1CCN(CC1)S(=O)(=O)C